C1(=CC=CC=C1)N(C1=CC=C(C2=CC=C(N(C=3C=C(C=CC3)C)C3=CC=CC=C3)C=C2)C=C1)C=1C=C(C=CC1)C diphenyl-N,N'-bis(m-tolyl)benzidine